(2R,3R,4R,5S)-1-(2-fluorophenethyl)-2-methylpiperidine-3,4,5-triol FC1=C(CCN2[C@@H]([C@H]([C@@H]([C@H](C2)O)O)O)C)C=CC=C1